1,3-dinitrobenzoic acid [N+](=O)([O-])C1(C(=O)O)CC(=CC=C1)[N+](=O)[O-]